[GeH2]1CCCCC1 germinan